(R)-5-methyl-4-oxo-5-(trifluoromethyl)-4,5-dihydrofuran-2-carboxylic acid ethyl ester C(C)OC(=O)C=1O[C@](C(C1)=O)(C(F)(F)F)C